CC1=C(OC2=C(C=C(C=C2C1=O)C)[C@@H](C)NC=1C(=NC=CC1)C1=NOC(N1)=S)C1=CC=CC=C1 3,6-Dimethyl-2-phenyl-8-[(1R)-1-[[2-(5-thioxo-4H-1,2,4-oxadiazol-3-yl)-3-pyridyl]amino]ethyl]chromen-4-one